6-(5-amino-3-methoxypyridin-2-yl)-5-(4-(benzyloxy)-3-fluorophenyl)-7-ethyl-5H-pyrrolo[3,2-d]pyrimidin-4-ol NC=1C=C(C(=NC1)C1=C(C=2N=CN=C(C2N1C1=CC(=C(C=C1)OCC1=CC=CC=C1)F)O)CC)OC